N-[5-[5-[[(3R)-1-methylpyrrolidin-3-yl]methoxy]-2-prop-1-ynyl-4-pyridyl]pyrazolo[1,5-a]pyridin-2-yl]cyclopropanecarboxamide CN1C[C@@H](CC1)COC=1C(=CC(=NC1)C#CC)C1=CC=2N(C=C1)N=C(C2)NC(=O)C2CC2